2'-ethoxy-5-[cis-2-ethyl-4-hydroxypiperidin-1-yl]-N-[(3R)-1-methylpyrrolidin-3-yl]-[2,3'-bipyridine]-6-carboxamide C(C)OC1=NC=CC=C1C1=NC(=C(C=C1)N1[C@H](C[C@H](CC1)O)CC)C(=O)N[C@H]1CN(CC1)C